C(C)(=O)C1C(=O)OCCCC1 alpha-acetyl-epsilon-caprolactone